7-((((1r,4r)-4-hydroxy-4-methylcyclohexyl)methyl)amino)-6-nitrobenzo[d][1,3]dioxolane-4-sulfonamide OC1(CCC(CC1)CNC1=C(C=C(C2=C1OCO2)S(=O)(=O)N)[N+](=O)[O-])C